F[C@@H]1C[C@H](N(C1)C(CN1N=NC(=C1)C(F)(F)F)=O)C(=O)N[C@@H](C1=CC=CC=C1)C1=CC(=C(C=C1)C(C)C)F (2S,4R)-4-fluoro-N-[(S)-[3-fluoro-4-(propan-2-yl)phenyl](phenyl)methyl]-1-{2-[4-(trifluoromethyl)-1H-1,2,3-triazol-1-yl]acetyl}pyrrolidine-2-carboxamide